CN1C(C=C(C=C1)C1C(CNC1)C#N)=O 4-(1-methyl-2-oxo-1,2-dihydropyridin-4-yl)pyrrolidine-3-carbonitrile